FC(C(=O)N1CCC=2C=CC=NC2C1C)(F)F 2,2,2-trifluoro-1-(8-methyl-5,8-dihydro-1,7-naphthyridin-7(6H)-yl)ethan-1-one